C(C)O\N=C(/C)\C1=NC(=C(C=C1)S(=O)(=O)C)Cl (E)-1-(6-chloro-5-(methylsulfonyl)pyridine-2-yl)ethanone O-ethyl oxime